7-chloro-2-(thiazol-2-yl)-9H-indeno[2,1-d]pyrimidin-9-one ClC1=CC=2C(C=3N=C(N=CC3C2C=C1)C=1SC=CN1)=O